ClC1(C(C(C1(F)F)(F)F)(Cl)F)Cl 1,1,2-trichloropentafluorocyclobutane